NC1=NC=C(C=C1C(CCC(=O)C1=CC=CC=C1)=O)Br 1-(2-amino-5-bromopyridin-3-yl)-4-phenylbutan-1,4-dione